C1(CC1)C1=C(C(=NC=C1)OC)C1=NC=C2NC(N(C2=N1)CC1=CC=C(C=C1)C=1N(C=C(N1)C(F)(F)F)C1CC1)=O 2-(4-cyclopropyl-2-methoxypyridin-3-yl)-9-([4-[1-cyclopropyl-4-(trifluoromethyl)imidazol-2-yl]phenyl]methyl)-7H-purin-8-one